(rac)-[2-amino-4-(trifluoromethoxy)phenyl]-[4-(2-tetrahydropyran-4-yl-3H-imidazo[4,5-b]pyridin-7-yl)azepan-1-yl]methanone NC1=C(C=CC(=C1)OC(F)(F)F)C(=O)N1CC[C@@H](CCC1)C1=C2C(=NC=C1)NC(=N2)C2CCOCC2 |r|